O[C@@H]1CC[C@@]2(C3CC[C@@]4(C(CCC4C3CCC2C1)[C@@H](CCC(=O)OCCCCCCCC\C=C/CCCCCCCC)C)C)C (Z)-octadec-9-en-1-yl (4R)-4-((3R,10S,13R)-3-hydroxy-10,13-dimethylhexadecahydro-1H-cyclopenta[a]phenanthren-17-yl)pentanoate